(R)-4-((1-(3-(difluoromethyl)-2-fluorophenyl)ethyl)amino)-6-(1-(difluoromethyl)cyclopropyl)-2-methyl-8-(oxetan-3-ylmethoxy)-2,6-dihydropyrido[3,4-d]pyridazine-1,7-dione FC(C=1C(=C(C=CC1)[C@@H](C)NC1=NN(C(C=2C1=CN(C(C2OCC2COC2)=O)C2(CC2)C(F)F)=O)C)F)F